FC=1C=C(C=CC1OC(C)C)C=1C=C2C=CC(=NC2=CC1)N1CCC(CC1)C(=O)O 1-(6-(3-fluoro-4-isopropoxyphenyl)quinolin-2-yl)piperidine-4-carboxylic acid